C(C)(C)(C)OC(=O)N1C[C@H](C([C@H](C1)C)(F)F)CCCOC1=C2N(C(C(NC2=CC(=C1)NC1=NC(=NC=C1Cl)Cl)=O)=O)C (3R,5S)-3-[3-[[7-[(2,5-dichloropyrimidin-4-yl)amino]-4-methyl-2,3-dioxo-1H-quinoxalin-5-yl]oxy]propyl]-4,4-difluoro-5-methyl-piperidine-1-carboxylic acid tert-butyl ester